CSCCC1C(NC(N1)=O)=O 5-(beta-methylthioethyl)-hydantoin